3-Chlorobenzyl ((S)-3-cyclohexyl-1-(((S)-1-(methoxy (methyl) amino)-5-(methyl (2-(pyridin-4-yl) ethyl) amino)-1,5-dioxopentan-2-yl) amino)-1-oxopropan-2-yl)carbamate C1(CCCCC1)C[C@@H](C(=O)N[C@H](C(=O)N(C)OC)CCC(=O)N(CCC1=CC=NC=C1)C)NC(OCC1=CC(=CC=C1)Cl)=O